C(C)(C)(C)OC(=O)N1CC(C1)(F)COC(=O)N1CCC(CC1)NC1=CC(=NC=2N1N=CC2C(C)C)C2CC2 4-((5-cyclopropyl-3-isopropylpyrazolo[1,5-a]pyrimidin-7-yl)amino)piperidine-1-carboxylic acid (1-(tert-butyloxycarbonyl)-3-fluoroazetidine-3-yl)methyl ester